C1(CC1)C=1NC=C(N1)C1=CC=C(C=C1)C1=CC(=NC=N1)NCCN1C(=CC2=C(C=CC(=C12)F)OC)C#N 1-(2-{6-[4-(2-Cyclopropyl-1H-imidazol-4-yl)-phenyl]-pyrimidin-4-ylamino}-ethyl)-7-fluoro-4-methoxy-1H-indol-2-carbonitril